6'-chloro-1'-(2-(1,1-difluoroethyl)-6-(oxetan-3-yl)pyrimidin-4-yl)-1',2'-dihydrospiro[cyclopropane-1,3'-pyrrolo[3,2-c]pyridine] ClC1=CC2=C(C=N1)C1(CN2C2=NC(=NC(=C2)C2COC2)C(C)(F)F)CC1